BrC1=C(C=C2C(=NC(=NC2=C1)OC[C@]12CCCN2C[C@@H](C1)F)N1C[C@H]2CC[C@@H](C1)N2C(=O)OC(C)(C)C)F tert-butyl (1R,5S)-3-(7-bromo-6-fluoro-2-(((2R,7aS)-2-fluorotetrahydro-1H-pyrrolizin-7a(5H)-yl)methoxy)quinazolin-4-yl)-3,8-diazabicyclo[3.2.1]octane-8-carboxylate